3-pyridineformhydrazide N1=CC(=CC=C1)C(=O)NN